methyl 3-hydroxy-4,5-dimethoxybenzoate OC=1C=C(C(=O)OC)C=C(C1OC)OC